CC1=C(C(=C(C1[Si](C)(C)[Zr]C1C(=CC2=C(C=3CCCC3C=C12)C1=C(C(=C(C=C1)C)C)C)C)C)C)C tetramethylcyclopentadienyl-dimethylsilyl-(2-methyl-4-(2,3,4-trimethylphenyl)-1,5,6,7-tetrahydro-s-indacen-1-yl)zirconium